2-amino-3-methoxybutanoic acid NC(C(=O)O)C(C)OC